FC(N1N=C(C=C1C(=O)O)C)F 1-(difluoromethyl)-3-methyl-1H-pyrazole-5-carboxylic acid